C12CC(CC2C1)OC1=C(C=C(C=C1F)NC(=O)C=1N=C(OC1CC(F)(F)F)N1CC2CCC2C1)F N-(4-(cis-bicyclo[3.1.0]hexan-3-yloxy)-3,5-difluorophenyl)-2-(3-azabicyclo[3.2.0]heptan-3-yl)-5-(2,2,2-trifluoroethyl)oxazole-4-carboxamide